4-cyclopropyl-2-((8-(1-methyl-1H-pyrazol-5-yl)-2,3-dihydrobenzo[b][1,4]dioxin-5-yl)amino)-7H-pyrrolo[2,3-d]pyrimidine-5-carbonitrile C1(CC1)C=1C2=C(N=C(N1)NC1=CC=C(C=3OCCOC31)C3=CC=NN3C)NC=C2C#N